The molecule is an unsaturated fatty acid anion that is the conjugate base of (8Z,11Z,14Z)-heptadecatrienoic acid, arising from deprotonation of the carboxy group. It is a long-chain fatty acid anion, a straight-chain fatty acid anion and a polyunsaturated fatty acid anion. It is a conjugate base of an (8Z,11Z,14Z)-heptadecatrienoic acid. CC/C=C\\C/C=C\\C/C=C\\CCCCCCC(=O)[O-]